2-(2-fluorophenyl)-5-(piperidin-3-yl)-1,3,4-thiadiazole FC1=C(C=CC=C1)C=1SC(=NN1)C1CNCCC1